2-(trifluoromethyl)-7,8-dihydro-6H-pyrrolo[1,2-a]pyrimidin-4-one FC(C=1N=C2N(C(C1)=O)CCC2)(F)F